N1=CC(=CC=C1)N1CCN(CC1)C1=NC=NC2=CC=C(C=C12)C1=CC(=NC=C1)N 4-(4-(4-(pyridin-3-yl)piperazin-1-yl)quinazolin-6-yl)pyridin-2-amine